cuprous chloride [Cu]Cl